ClC1=C(C(=C(C=C1OC)OC)Cl)C=1N=C(C2=C(N1)C=NC(=C2)N[C@@H]2COCC[C@@H]2NC(C=C)=O)NCC(C)(C)C N-((3S,4S)-3-((2-(2,6-dichloro-3,5-dimethoxyphenyl)-4-(neopentylamino)pyrido[3,4-d]pyrimidin-6-yl)amino)tetra-hydro-2H-pyran-4-yl)acrylamide